C(C1=CC=CC=C1)OC(=O)N1CC(C1)CO[C@@H]1[C@H](CN(CC1)C(=O)OC(C)(C)C)F 1-Tert-butyl (3S,4S)-4-[(1-benzyloxycarbonylazetidin-3-yl)methoxy]-3-fluoro-piperidine-1-carboxylate